ClC=1C=C(NC2(CCC3(C(=CC4=CC=CC=C34)COCCC3=C(C=CC=C3)Cl)CC2)C(=O)O)C=CC1 (1s,4s)-4-(3-chloroanilino)-2'-{[2-(2-chlorophenyl)ethoxy]methyl}spiro[cyclohexane-1,1'-indene]-4-carboxylic acid